ClC=1C(=NC(=NC1)N1C[C@H](O[C@@H](C1)C)C1CC1)NC1=CC2=C(N(C(N2CCC(C)(C)O)=O)C)C=C1 5-((5-chloro-2-((2r,6r)-2-cyclopropyl-6-methylmorpholino)pyrimidin-4-yl)amino)-3-(3-hydroxy-3-methylbutyl)-1-methyl-1,3-dihydro-2H-benzo[d]imidazol-2-one